4-(1,2,3-thiadiazole-4-yl)benzonitrile S1N=NC(=C1)C1=CC=C(C#N)C=C1